C(CCCCC)OC1=C(C=CC(=C1)N)N 2-hexyloxy-1,4-diaminobenzene